2-(2,2-difluoroethoxy)-7-isopropyl-8-(3,4,5-trifluorophenyl)-3H-pyrazolo[1,5-a][1,3,5]triazin-4-one FC(COC1=NC=2N(C(N1)=O)N=C(C2C2=CC(=C(C(=C2)F)F)F)C(C)C)F